1H-1,2,4-triazole potassium [K].N1N=CN=C1